(±)-1-((2-Chloro-4-(4-(6-chloropyridin-2-yl)-trans-2,3-dimethylpiperazine-1-carbonyl)phenyl)sulfinyl)-3,3-difluorobutan-2-one ClC1=C(C=CC(=C1)C(=O)N1[C@H]([C@@H](N(CC1)C1=NC(=CC=C1)Cl)C)C)[S@](=O)CC(C(C)(F)F)=O |&1:24|